N-(5-(2,6-dimethylmorpholino)-4'-((1,1-dioxido-3,4-dihydro-2H-thiopyrano[2,3-b]pyridin-7-yl)amino)-[2,3'-bipyridin]-6'-yl)acetamide CC1OC(CN(C1)C=1C=CC(=NC1)C=1C=NC(=CC1NC1=CC=C2C(=N1)S(CCC2)(=O)=O)NC(C)=O)C